(R)-N-((3,3-difluorocyclobutyl)methyl)-1-(1H-indol-3-yl)propan-2-amine FC1(CC(C1)CN[C@@H](CC1=CNC2=CC=CC=C12)C)F